N-(5-(6-methyl-5-(2-methylmorpholino)benzo[d]oxazol-2-yl)-8-(methylamino)-2,7-naphthyridin-3-yl)cyclopropanecarboxamide CC1=CC2=C(N=C(O2)C2=C3C=C(N=CC3=C(N=C2)NC)NC(=O)C2CC2)C=C1N1CC(OCC1)C